4,4'-dimethoxybiphenyl iodonium bisulfate S([O-])(O)(=O)=O.[IH2+].COC1=CC=C(C=C1)C1=CC=C(C=C1)OC